COC(C1=C(C(=CC(=C1)N)OC)O)=O 5-amino-2-hydroxy-3-methoxy-benzoic acid methyl ester